C(C1=CC=CC=C1)(=O)[C-]1C=CC=C1.[C-]1(C=CC=C1)C(C1=CC=CC=C1)=O.[Fe+2] 1,1'-bis(benzoyl)ferrocene